C(CCCC\C=C/CC)OC(CCC#N)OCCCCC\C=C/CC 4,4-bis(((Z)-non-6-en-1-yl)oxy)butanenitrile